tert-butyl (R)-4-(7-(3-chlorophenyl)-5-(pyrrolidin-1-yl)-7H-pyrrolo[2,3-d]pyrimidin-4-yl)-2-methylpiperazine-1-carboxylate ClC=1C=C(C=CC1)N1C=C(C2=C1N=CN=C2N2C[C@H](N(CC2)C(=O)OC(C)(C)C)C)N2CCCC2